6,7-Dichloro-1-methylquinoxalin-2(1H)-one ClC=1C=C2N=CC(N(C2=CC1Cl)C)=O